1,3-Diaminopentan NCCC(CC)N